C(C)C(CC1=CC=C(S1)C1=C2C(SC(=C2)[Sn](C)(C)C)=C(C2=C1SC(=C2)[Sn](C)(C)C)C=2SC(=CC2)CC(CCCC)CC)CCCC (4,8-bis(5-(2-ethylhexyl)thiophene-2-yl)benzo[1,2-b:4,5-b']dithiophene-2,6-diyl)bis(trimethylstannane)